[(1R,2S,4R)-4-{[5-({4-[(5-chloro-2,3-dihydro-1H-indol-1-yl)methyl]-5-methyl-2-thienyl}carbonyl)pyrimidin-4-yl]amino}-2-hydroxycyclopentyl]methyl sulfamate S(N)(OC[C@@H]1[C@H](C[C@@H](C1)NC1=NC=NC=C1C(=O)C=1SC(=C(C1)CN1CCC2=CC(=CC=C12)Cl)C)O)(=O)=O